tert-butyl (1R,4R,6S)-3-(5-fluoro-2-(2H-1,2,3-triazol-2-yl) benzoyl)-4-methyl-3,8-diazabicyclo[4.2.0]octane-8-carboxylate FC=1C=CC(=C(C(=O)N2C[C@@H]3N(C[C@@H]3C[C@H]2C)C(=O)OC(C)(C)C)C1)N1N=CC=N1